CN1CCC(CC1)NC1=CC=CC=2C(=C(OC21)C#CC)N2C=CC=C2 3-(7-((1-methylpiperidin-4-yl)amino)-3-(1H-pyrrol-1-yl)benzofuran-2-yl)prop-2-yn